C(CCCCCCCCCCC)C(C(=O)[O-])(C(=O)[O-])CCCCCCCCCCCC.[Ca+2] calcium 2,2-didodecylpropanedioate